C1CC2=C3CCC(=N3)C=C4C=CC(=CC5=NC(=CC6=CC1=C2N6)C=C5)N4 The molecule is a cyclic tetrapyrrole that consists of porphyrin that has a cyclopentane ring fused to one of the pyrrole rings and the adjacent methine group. The parent of the class of phorbines.